ClCCCCCC1(CC1)C(=O)O 1-(5-Chloropentyl)cyclopropane-1-carboxylic acid